4-{[(5-Methyl-1,3,4-thiadiazol-2-yl)sulfanyl]methyl}-6-tert-butyl-2H-chromen-2-one CC1=NN=C(S1)SCC1=CC(OC2=CC=C(C=C12)C(C)(C)C)=O